(2-ethyl-1-hexyl)phosphonic acid mono(2-ethyl-1-hexyl)ester C(C)C(COP(O)(=O)CC(CCCC)CC)CCCC